2-chloro-4-benzenecarboxamide ClC1=CC=CC(=C1)C(=O)N